4-(5-((3',5'-dichloro-5-((4-(3-ethoxy-3-oxopropyl)piperidin-1-yl)methyl)-[1,1'-biphenyl]-3-yl)oxy)pyrimidin-2-yl)piperazine-1-carboxylic acid tert-butyl ester C(C)(C)(C)OC(=O)N1CCN(CC1)C1=NC=C(C=N1)OC=1C=C(C=C(C1)CN1CCC(CC1)CCC(=O)OCC)C1=CC(=CC(=C1)Cl)Cl